acetyl-triphenylphosphine rhodium [Rh].C(C)(=O)C1=C(C=CC=C1)P(C1=CC=CC=C1)C1=CC=CC=C1